C1(CC1)N1N=NC(=C1CO[C@@]12N(C[C@@H](CC1)C2)C=2C(=CC1=C(N=CS1)C2OC(F)(F)F)C(=O)O)C2=C(C=CC=C2Cl)Cl (1S,4S,5R)-5-{[1-cyclopropyl-4-(2,6-dichlorophenyl)-1H-1,2,3-triazol-5-yl]methoxyl-2-azabicyclo[2.2.1]heptan-2-yl}-4-(trifluoromethoxy)-1,3-benzothiazole-6-carboxylic acid